3-benzoyl-5,7-dimethoxy-coumarin C(C1=CC=CC=C1)(=O)C=1C(OC2=CC(=CC(=C2C1)OC)OC)=O